tert-butyl-N-diphenylmethylene-2,4-dibromophenylalanine C(C)(C)(C)[C@](N=C(C1=CC=CC=C1)C1=CC=CC=C1)(CC1=C(C=C(C=C1)Br)Br)C(=O)O